(2-methyl-quinoline-5-sulfonyl)-5-phenyl-oxolane-2-carboxamide CC1=NC=2C=CC=C(C2C=C1)S(=O)(=O)C1(OC(CC1)C1=CC=CC=C1)C(=O)N